FC(C(=O)N1CC(C(CC1)NC(CN1CCC(CC1)O)=O)(C)C)(F)C=1C=C(C(=O)NC2=CC(=C(C=C2)F)C)C=CC1F 3-(1,1-difluoro-2-(4-(2-(4-hydroxypiperidin-1-yl)acetamido)-3,3-dimethylpiperidin-1-yl)-2-oxoethyl)-4-fluoro-N-(4-fluoro-3-methylphenyl)benzamide